C(C=C)(=O)OCCC[Si](O[Si](C=C)(C)C)(O[Si](C=C)(C)C)O[Si](C)(C)C=C acryloxypropyl-tris(vinyldimethylsiloxy)silane